Cl.O1N=C(C2=C1C=CC=C2)C2=C(C=CC=C2)[C@H](CC2=NC(=CC=C2C)CC)N (S)-1-[2-(Benzo[d]isoxazol-3-yl)phenyl]-2-(6-ethyl-3-methylpyridine-2-yl)ethan-1-amine hydrochloride